11-[[[(3S)-1-(6-amino-3-pyridyl)-3-piperidyl]-[(2-methoxy-4-pyridyl)methyl]amino]methyl]-7-fluoro-2,6-dimethyl-4-oxa-1-azatricyclo[7.3.1.05,13]trideca-5(13),6,8,11-tetraen-10-one NC1=CC=C(C=N1)N1C[C@H](CCC1)N(CC1=CC(=NC=C1)OC)CC=1C(C2=CC(=C(C=3OCC(N(C1)C32)C)C)F)=O